FC(C=1C=C(C=2C=CC=3N(C2N1)C=C(N3)C=3OC=NN3)C(F)(F)F)(F)F 2-[2,4-bis(trifluoromethyl)imidazo[1,2-a]1,8-naphthyridin-8-yl]-1,3,4-oxadiazole